C(#N)C1(CCCCC1)CC(=O)O 1-CYANOCYCLOHEXYL-ACETIC ACID